5-METHOXY-1-METHYL-2-(TRIFLUOROMETHYL)-N-(4-(TRIFLUOROMETHYL)PHENYL)-1H-IMIDAZO[4,5-B]PYRAZIN-6-AMINE COC=1N=C2C(=NC1NC1=CC=C(C=C1)C(F)(F)F)N(C(=N2)C(F)(F)F)C